butanedicarboxylic acid bis(2-ethylhexyl) ester C(C)C(COC(=O)C(CCC)C(=O)OCC(CCCC)CC)CCCC